C(C)(C)(C)OC([C@@H](CC1=C(C=CC=C1)C=O)[C@@H]1CN(CC1)C(=O)OC(C)(C)C)=O (R)-tert-butyl 3-((S)-1-(tert-butoxy)-3-(2-formylphenyl)-1-oxopropan-2-yl)pyrrolidine-1-carboxylate